C(C)(C)(C)OC(=O)N1C[C@@H](NCC1)C (3S)-3-methyl-1-piperazinecarboxylic acid tert-butyl ester